CS(=O)(C)=NC=1C=CC(=C(C1)C=1C2=C(C(N(C1)C)=O)NC=C2)OC=2C(=NC=CC2)C 4-{5-{[dimethyl(oxo)-λ6-sulfanylidene]amino}-2-[(2-methyl-pyridin-3-yl)oxy]phenyl}-6-methyl-1,6-dihydro-7H-pyrrolo[2,3-c]pyridin-7-one